C(CCC)C1N(CC2C1CN(C2)CCO)C(=O)O.CC2=NN(C(=C2)C2=NNC=N2)CCCCC(=O)O.CC(CO)CNC 2-methyl-3-(methylamino)propan-1-ol 3-[3-methyl-5-(1H-1,2,4-triazol-3-yl)-1H-pyrazol-1-yl]propyl-acetate butyl-5-(2-hydroxyethyl)-octahydropyrrolo[3,4-c]pyrrole-2-carboxylate